BrCOCCOCBr 1,2-dibromomethoxyethane